CN1C2=NC=NC(=C2N=C1)C=O (9-methylpurin-6-yl)methanone